(S)-2-[6-chloro-2-[(S)-2-methylmorpholine-4-carbonyl]-1,2,3,4-tetrahydroisoquinolin-8-yl]pyrrolidine-1-carboxylic acid tert-butyl ester C(C)(C)(C)OC(=O)N1[C@@H](CCC1)C=1C=C(C=C2CCN(CC12)C(=O)N1C[C@@H](OCC1)C)Cl